C(C)(C)(C)OC(=O)N1CCN(CC1)C1=CC(=C2C(=N1)C(=CS2)C(NC)=O)C(F)(F)F 4-(3-(methylcarbamoyl)-7-(trifluoromethyl)thieno[3,2-b]pyridin-5-yl)piperazine-1-carboxylic acid tert-butyl ester